[1,1'-biphenyl]-2-yl-magnesium bromide C1(=C(C=CC=C1)[Mg]Br)C1=CC=CC=C1